N1(CCCC1)N1CCC2C1CCN2 pyrrolidinyl-octahydropyrrolopyrrole